3-(4-fluorophenoxy)-N-methylbenzamide FC1=CC=C(OC=2C=C(C(=O)NC)C=CC2)C=C1